N-[4-(1-methyl-2-oxo-6-{4-[4-(propan-2-yl)piperazin-1-yl]phenyl}-1,2-dihydroquinolin-3-yl)phenyl]pyridine-2-carboxamide CN1C(C(=CC2=CC(=CC=C12)C1=CC=C(C=C1)N1CCN(CC1)C(C)C)C1=CC=C(C=C1)NC(=O)C1=NC=CC=C1)=O